3-Chloro-5-methyl-7H-pyrrolo[2,3-c]pyridazine ClC1=CC2=C(N=N1)NC=C2C